Cl.Cl.N1CCCC2=CC=C(C=C12)N 1,2,3,4-tetrahydroquinolin-7-ylamine dihydrochloride